ClC1=CC=C2C=C(C(=NC2=C1)N1CCC(CCC1)(F)F)C(=O)NC1=CC(=CC=C1)S(N)(=O)=O 7-chloro-2-(4,4-difluoroazepan-1-yl)-N-(3-sulfamoylphenyl)quinoline-3-carboxamide